C(CCC)C1=C(C=CC)C=CC=C1 ortho-n-butyl-(methyl)styrene